17α-hydroxy-16α-methyl-21-[4-[2,6-bis-(1-pyrrolidinyl)-4-pyrimidinyl]-1-piperazinyl]pregna-1,4,9(11)-triene-3,20-dione O[C@]1(C(CN2CCN(CC2)C2=NC(=NC(=C2)N2CCCC2)N2CCCC2)=O)[C@@H](C[C@H]2[C@@H]3CCC4=CC(C=C[C@]4(C)C3=CC[C@]12C)=O)C